2-hydroxybenzol OC1=CC=CC=C1